2-(4-((4-((3-hydroxycyclopentyl)methoxy)pyrimidin-2-yl)amino)-3-methyl-1H-pyrazol-1-yl)-2-methylpropanenitrile OC1CC(CC1)COC1=NC(=NC=C1)NC=1C(=NN(C1)C(C#N)(C)C)C